BrC1=C(C=C(C=C1)S(=O)(=O)N1[C@@H](CC(C1)(F)F)CO)C (S)-(1-((4-bromo-3-methylphenyl)sulfonyl)-4,4-difluoropyrrolidin-2-yl)Methanol